octafluoro-2-butene FC(C(=C(C(F)(F)F)F)F)(F)F